1-N'-(4-fluorophenyl)-1-N-[4-[7-(3-methylpyrazol-1-yl)quinolin-4-yl]oxy-phenyl]cyclopropane-1,1-dicarboxamide FC1=CC=C(C=C1)NC(=O)C1(CC1)C(=O)NC1=CC=C(C=C1)OC1=CC=NC2=CC(=CC=C12)N1N=C(C=C1)C